N(=[N+]=[N-])CC1=C(C=NN1C)C1=CC=C(C(=N1)C)O[C@@H]1C[C@H](CCC1)C(=O)OC(C)C (1S,3S)-Isopropyl 3-((6-(5-(azidomethyl)-1-methyl-1H-pyrazol-4-yl)-2-methylpyridin-3-yl)oxy)cyclohexanecarboxylate